ClC=1C=C(C(=NC1)OC)S(=O)(=O)NC1=NC=C(C(=C1F)I)F 5-chloro-N-(3,5-difluoro-4-iodopyridin-2-yl)-2-methoxypyridine-3-sulfonamide